2-(6-hydroxymethyl-2,2-dimethyl-[1,3]-dioxan-4-yl)-N-(1-phenyl-ethyl)-acetamide OCC1CC(OC(O1)(C)C)CC(=O)NC(C)C1=CC=CC=C1